2-phenyl-imidazo[4,5-b]pyridine C1(=CC=CC=C1)C=1NC=2C(=NC=CC2)N1